(6-(2,6-difluoro-3-(isoquinoline-5-sulfonylamino)phenyl)quinazolin-2-yl)pivaloamide FC1=C(C(=CC=C1NS(=O)(=O)C=1C=2C=CN=CC2C=CC1)F)C=1C=C2C=NC(=NC2=CC1)CC(C(=O)N)(C)C